(2-chloro-5-fluoropyrimidin-4-yl)benzoic acid methyl ester COC(C1=C(C=CC=C1)C1=NC(=NC=C1F)Cl)=O